NC=1C2=C(N=CN1)N(C=C2)[C@@H]2C=C([C@H]1OC(O[C@H]12)(C)C)C(CC1=CC(=C2C=C(C(=NC2=C1)N)Cl)F)C 7-(2-((3aS,4R,6aR)-4-(4-amino-7H-pyrrolo[2,3-d]pyrimidin-7-yl)-2,2-dimethyl-3a,6a-dihydro-4H-cyclopenta[d][1,3]dioxol-6-yl)propyl)-3-chloro-5-fluoroquinolin-2-amine